N-({2-[5-Chloro-2-(2H-1,2,3-triazol-2-yl)benzoyl]-4-methyl-2-azabicyclo[3.1.1]heptan-3-yl}methyl)-[1,3]oxazolo[5,4-b]pyridin-2-amin ClC=1C=CC(=C(C(=O)N2C3CC(C(C2CNC=2OC4=NC=CC=C4N2)C)C3)C1)N1N=CC=N1